O=C1NC(CCC1C1=CC=C(C=C1)N1CCC(CC1)C(=O)N1CCC(CC1)C(=O)N1CCC(CC1)C=1SC(=C(N1)C=1C(=C(C=CC1)C(CC)S(=O)(=O)N)F)C1=NC=NC=C1)=O (3-(2-(1-(1-(1-(4-(2,6-dioxopiperidin-3-yl)phenyl)piperidine-4-carbonyl)piperidine-4-carbonyl)piperidin-4-yl)-5-(pyrimidin-4-yl)thiazol-4-yl)-2-fluorophenyl)propane-1-sulfonamide